7-(8-ethynylnaphthalen-1-yl)-8-fluoro-2-(((2R,7aS)-2-fluorotetrahydro-1H-pyrrolizin-7a(5H)-yl)methoxy)-5-methoxy-4-(piperazin-1-yl)pyrido[4,3-d]pyrimidine C(#C)C=1C=CC=C2C=CC=C(C12)C1=C(C=2N=C(N=C(C2C(=N1)OC)N1CCNCC1)OC[C@]12CCCN2C[C@@H](C1)F)F